di-(3-heptyl) phosphate P(=O)(OC(CC)CCCC)(OC(CC)CCCC)[O-]